C1(=CC=CC=C1)P(C(C1=C(C(=CC=C1C)C)C)=O)(C(C1=C(C(=CC=C1C)C)C)=O)=O phenylbis(2,3,6-trimethyl-benzoyl)phosphine oxide